meta-aminophenyl-methanol NC=1C=C(C=CC1)CO